C1=NC=CC=2C(CC=CC12)=O 5-isoquinolin-one